FC1=C(C=CC=C1)C1(CCC1)N1C[C@H](CC1)NC(OC(C)(C)C)=O tert-butyl (S)-(1-(1-(2-fluorophenyl)cyclobutyl)pyrrolidin-3-yl)carbamate